1-((6-((R)-3-(2-ethoxyphenoxy)piperidin-1-yl)pyrazin-2-yl)carbamoyl)pyrrolidine-3-carboxylic acid C(C)OC1=C(O[C@H]2CN(CCC2)C2=CN=CC(=N2)NC(=O)N2CC(CC2)C(=O)O)C=CC=C1